4-((2S,5r)-4-((4-fluorophenyl)(5-(trifluoromethyl)pyridin-2-yl)methyl)-2,5-dimethylpiperazin-1-yl)-1-methyl-2-oxo-1,2-dihydropyrido[3,2-d]pyrimidine-6-carbonitrile FC1=CC=C(C=C1)C(N1C[C@@H](N(C[C@H]1C)C=1C2=C(N(C(N1)=O)C)C=CC(=N2)C#N)C)C2=NC=C(C=C2)C(F)(F)F